O1CC(C1)C1=NNC=C1 (oxetan-3-yl)pyrazol